(S)-2-((6-((4-(2H-1,2,3-triazol-2-yl)benzyl)oxy)-3',6'-dihydro-[2,4'-bipyridin]-1'(2'H)-yl)methyl)-1-(oxetan-2-ylmethyl)-1H-benzo[d]imidazole-6-carboxylic acid N=1N(N=CC1)C1=CC=C(COC2=CC=CC(=N2)C=2CCN(CC2)CC2=NC3=C(N2C[C@H]2OCC2)C=C(C=C3)C(=O)O)C=C1